dimethylacrylat CC(=CC(=O)[O-])C